(5-(1-(2,2-difluoroethyl)-2-(trifluoromethyl)-1H-benzimidazol-4-yl)pyridin-2-yl)(6,6-difluoro-1,4-oxazepan-4-yl)methanone FC(CN1C(=NC2=C1C=CC=C2C=2C=CC(=NC2)C(=O)N2CCOCC(C2)(F)F)C(F)(F)F)F